C(#N)N1C[C@@H](CC1)CNC(=O)C1=NN(C=N1)C1=CC=CC=C1 (S)-N-((1-cyanopyrrolidin-3-yl)methyl)-1-phenyl-1H-1,2,4-triazole-3-carboxamide